3-{4-[(2-amino-5-pyrimidinyl)amino]phenyl}-1-[5-(trifluoromethyl)-3-pyridinyl]-2,4-imidazolidinedione NC1=NC=C(C=N1)NC1=CC=C(C=C1)N1C(N(CC1=O)C=1C=NC=C(C1)C(F)(F)F)=O